Cl.Cl.C(C)N(C[C@H]1NCC2=CC=CC=C2C1)C(C)C ethyl-(isopropyl)[(3S)-1,2,3,4-tetrahydroisoquinolin-3-ylmethyl]amine dihydrochloride